p-chlorobenzyl acetoacetate C(CC(=O)C)(=O)OCC1=CC=C(C=C1)Cl